C(C)(C)C1=CC=NC2=CC=CC=C12 4-isopropylquinolin